6-(4-aminophenyl)-5-[4-(benzyloxy)-3-methoxyphenyl]-N-[(4-methoxyphenyl)methyl]-7-methyl-5H-pyrrolo[3,2-d]pyrimidin-4-amine NC1=CC=C(C=C1)C1=C(C=2N=CN=C(C2N1C1=CC(=C(C=C1)OCC1=CC=CC=C1)OC)NCC1=CC=C(C=C1)OC)C